(3R,4S)-3-cyclopropyl-4-methyl-2-oxo-1-[6-(1H-pyrrolo[2,3-b]pyridin-5-yl)pyrrolo[1,2-b]pyridazin-4-yl]pyrrolidine-3-carbonitrile C1(CC1)[C@]1(C(N(C[C@H]1C)C=1C=2N(N=CC1)C=C(C2)C=2C=C1C(=NC2)NC=C1)=O)C#N